S1(NCNC2=C1C=CC=C2)(=O)=O 3,4-dihydro-1,2,4-benzothiadiazine 1,1-dioxide